FC=1C=C2C(=NC=NC2=CC1F)N1CC=2C=C(C=NC2CC1)OC1=C(C=CC=C1)F 6,7-difluoro-4-[3-(2-fluorophenoxy)-7,8-dihydro-5H-1,6-naphthyridin-6-yl]quinazoline